(1-hydroxybutan-2-yl)-4-methoxyquinoline-7-carboxamide OCC(CC)C1=NC2=CC(=CC=C2C(=C1)OC)C(=O)N